2-(2-(ethylsulfonyl)-7-(5-methyl-1H-1,2,4-triazol-1-yl)pyrazolo[1,5-a]pyrimidin-3-yl)-3-methyl-6-(trifluoromethyl)-3H-imidazo[4,5-b]pyridine C(C)S(=O)(=O)C1=NN2C(N=CC=C2N2N=CN=C2C)=C1C1=NC=2C(=NC=C(C2)C(F)(F)F)N1C